[O-]S(=O)(=O)C(F)(F)F.C(CCCCCCCCCCC)[N+]1=CC=C(C=C1)CCCC 1-Dodecyl-4-butylpyridinium triflat